4-(((3R,5S)-5-methylpyrrolidin-3-yl)oxy)-N-(quinoxalin-6-ylmethyl)pyridin-3-amine C[C@H]1C[C@H](CN1)OC1=C(C=NC=C1)NCC=1C=C2N=CC=NC2=CC1